C(=C)[Si](OC(C#C)(C)C)(OC(C#C)(C)C)OC(C#C)(C)C vinyl-tris(1,1-dimethyl-2-propynoxy)silane